6-(3-cyclopropyl-3-methyl-chlorobutan-1-yl)quinoline-4-carboxylic acid methyl ester COC(=O)C1=CC=NC2=CC=C(C=C12)CCC(CCl)(C)C1CC1